OC=1C=C(C=CC1O)C(CO)O 3,4-Dihydroxy-phenylethylenglycol